tert-butyl (1S,6S)-5-(2-(3,6-dihydro-2H-pyran-4-yl)-5-ethyl-7-oxo-4,7-dihydro-2H-[1,2,3]triazolo[4,5-b]pyridin-6-yl)-2,5-diazabicyclo[4.2.0]octane-2-carboxylate O1CCC(=CC1)N1N=C2C(NC(=C(C2=O)N2CCN([C@H]3CC[C@H]23)C(=O)OC(C)(C)C)CC)=N1